2-((5-(trifluoromethyl)pyridin-2-yl)oxy)-8-azaspiro[4.5]decane hydrochloride Cl.FC(C=1C=CC(=NC1)OC1CC2(CC1)CCNCC2)(F)F